3-nitro-N,N-diphenylaniline [N+](=O)([O-])C=1C=C(N(C2=CC=CC=C2)C2=CC=CC=C2)C=CC1